2-(2H-benzotriazol-2-yl)-4-(3-keto-4-oxa-dodecyl)-6-tert-butylphenol N=1N(N=C2C1C=CC=C2)C2=C(C(=CC(=C2)CCC(OCCCCCCCC)=O)C(C)(C)C)O